Methylacetyl chloride CCC(=O)Cl